5-bromo-3-fluoro-2-iodoaniline BrC=1C=C(C(=C(N)C1)I)F